C(N)(=O)C1=CC(=C(C=C1)C=1C=C(C=NC1)CN1[C@H](C[C@H](C1)O)C(=O)N[C@@H](C)C1=CC=C(C(=O)O)C=C1)C 4-((S)-1-((2R,4R)-1-((5-(4-carbamoyl-2-methylphenyl)pyridin-3-yl)methyl)-4-hydroxypyrrolidine-2-carboxamido)ethyl)benzoic acid